O=C1NC(CCC1N1C2=C(OC(C1)(C)C)C(=CC=C2)N2CCC(CC2)N(C(OC(C)(C)C)=O)C)=O tert-butyl (1-(4-(2,6-dioxopiperidin-3-yl)-2,2-dimethyl-3,4-dihydro-2H-benzo[b][1,4]oxazin-8-yl)piperidin-4-yl)(methyl)carbamate